FC(C(=O)O)(F)F.O(C1=CC=CC=C1)[C@@H]1C[C@@H](CCC1)N (1R,3S)-3-phenoxycyclohexan-1-amine trifluoroacetic acid salt